3-(4-fluorophenyl)-1-methyl-4-(pyridin-4-yl)pyrrole-2-carboxamide Methyl-6-[6-azaspiro[2.5]oct-6-yl]-5-fluoropyridine-3-carboxylate COC(=O)C=1C=NC(=C(C1)F)N1CCC2(CC2)CC1.FC1=CC=C(C=C1)C1=C(N(C=C1C1=CC=NC=C1)C)C(=O)N